(S)-9-bromo-8-chloro-4-(3,4-dimethylbenzyl)-10-fluoro-5-methyl-2-(methylthio)-5,6-dihydro-4H-[1,4]oxazepino[5,6,7-de]quinazoline BrC=1C(=C2C=3C(=NC(=NC3C1F)SC)N([C@H](CO2)C)CC2=CC(=C(C=C2)C)C)Cl